CC=1C=2N(C=C(N1)C)N=C(C2)NC(=O)C2=C(C=C(S2)C2CCN(CC2)C(=O)OC(C)(C)C)F tert-butyl 4-[5-([4,6-dimethylpyrazolo[1,5-a]pyrazin-2-yl]carbamoyl)-4-fluorothiophen-2-yl]piperidine-1-carboxylate